ClC1=CC(=CC=2N=C(OC21)C=2C(=C(C=CC2)C2=C(C(=CC=C2)B2OC(C(O2)(C)C)(C)C)C)C)CO (7-chloro-2-(2,2'-dimethyl-3'-(4,4,5,5-tetramethyl-1,3,2-dioxaborolan-2-yl)-[1,1'-biphenyl]-3-yl)benzo[d]oxazol-5-yl)methanol